OC=1C=C(C=CC1)C=1C=2C=CC(=C(C3=CC=C(N3)C(=C3C=CC(C(=C4C=CC1N4)C4=CC(=CC=C4)O)=N3)C3=CC(=CC=C3)O)C=3C=C(OCCCCC(=O)O)C=CC3)N2 5-(3-(10,15,20-tris(3-hydroxyphenyl)porphyrin-5-yl)phenoxy)pentanoic acid